C(C)(C)(C)OOC(C)(CC)OOC(C)(C)C 2,2-di-(t-butylperoxy)-butane